(2R,4E)-2-((t-butoxycarbonyl)amino)-4-hydroxyimino-4-phenylbutane C(C)(C)(C)OC(=O)N[C@H](C)C\C(\C1=CC=CC=C1)=N/O